17-(methylsulfonyloxy)-3,6,9,12,15-pentaoxaheptadec-1-ylmethanesulfonate CS(=O)(=O)OCCOCCOCCOCCOCCOCCCS(=O)(=O)[O-]